N-(3,5-dimethylphenyl)-2-(1-(4-(2,6-dioxopiperidin-3-yl)-3,5-difluorophenyl)azetidin-3-yl)acetamide CC=1C=C(C=C(C1)C)NC(CC1CN(C1)C1=CC(=C(C(=C1)F)C1C(NC(CC1)=O)=O)F)=O